monophenyl butyrate C(CCC)(=O)OC1=CC=CC=C1